C(C)(C)C1CCN(CC1)C1=NC=C(C=N1)NC1CC2(CC(C2)NC(C(=O)N)=O)C1 N1-(6-((2-(4-isopropylpiperidin-1-yl)pyrimidin-5-yl)amino)spiro[3.3]heptan-2-yl)oxalamide